Methoxy-acetic acid (R)-(1,3-dimethyl-azetidin-3-yl)-(4-isopropyl-phenyl)-(5-{3-[1-(2-methoxy-acetyl)-piperidin-4-yl][1,2,4]oxadiazol-5-yl}-pyridin-3-yl)-methyl ester CN1CC(C1)(C)[C@@](C=1C=NC=C(C1)C1=NC(=NO1)C1CCN(CC1)C(COC)=O)(C1=CC=C(C=C1)C(C)C)OC(COC)=O